N-(3-bromo-5-chloro-2-fluorophenyl)-3-fluoroazetidine-1-sulfonamide BrC=1C(=C(C=C(C1)Cl)NS(=O)(=O)N1CC(C1)F)F